C1(CCCCC1)C1=C(C=C(C=C1O)\C=C\C1=CC=C(C=C1)F)O (E)-2-cyclohexyl-5-(4-fluorostyryl)-1,3-benzenediol